N1(N=CN=C1)C1=NC=C(C2=CC=CC=C12)[C@@H](C)N(C(=O)NC1=CC=C(C=C1)F)CC(C)C |r| Racemic-1-(1-(1-(1H-1,2,4-triazol-1-yl)isoquinolin-4-yl)ethyl)-3-(4-fluorophenyl)-1-isobutylurea